N1CC(C1)NC=1C=CC(=C(C(=O)N[C@H](C)C2=CC(=CC=C2)C=2SC(=CN2)CNC2CCCC2)C1)C (R)-5-(azetidin-3-ylamino)-N-(1-(3-(5-((cyclopentylamino)methyl)thiazol-2-yl)phenyl)ethyl)-2-methylbenzamide